C(C1=CC=CC=C1)N1C(CC(CC1=O)(C)C)=O 1-Benzyl-4,4-dimethylpiperidine-2,6-dione